ClC1=CC2=C(N=C(S2)C23CC(C2)(C3)NC(=O)C=3OC(=CC3)C3(CC3)S(=O)(=O)C)C=C1 N-(3-(6-chlorobenzo[d]thiazol-2-yl)bicyclo[1.1.1]pentan-1-yl)-5-(1-(methylsulfonyl)cyclopropyl)furan-2-carboxamide